4-(aminomethyl)-6-(5-(prop-1-yn-1-yl)pyridin-3-yl)phthalazin-1(2H)-one NCC1=NNC(C2=CC=C(C=C12)C=1C=NC=C(C1)C#CC)=O